C1(CCC1)NC(C[C@H](CCN1CC(CCC1)(F)F)NC(=O)C1=NN(C(=C1)C=1C=NC=CC1C(F)(F)F)C1CCCC1)=O (3S)-N-cyclobutyl-3-({1-cyclopentyl-5-[4-(trifluoromethyl)pyridin-3-yl]-1H-pyrazol-3-yl}formamido)-5-(3,3-difluoropiperidin-1-yl)pentanamide